ClC=1C(=NC(=NC1)N[C@H](CO)C)C1=CC=C2CN(C(C2=C1)=O)CC(=O)N[C@H](CO)C1=CC(=CC=C1)C 2-[6-(5-chloro-2-{[(2S)-1-hydroxy-propan-2-yl]amino}pyrimidin-4-yl)-1-oxo-2,3-dihydro-1H-isoindol-2-yl]-N-[(1S)-2-hydroxy-1-(3-methylphenyl)ethyl]acetamide